tert-butyl (S)-3-(4-((6-((R)-3-(2,3-difluorophenyl)isoxazolidin-2-yl)pyrimidin-4-yl)amino)phenyl)isoxazolidin-2-carboxylate FC1=C(C=CC=C1F)[C@@H]1N(OCC1)C1=CC(=NC=N1)NC1=CC=C(C=C1)[C@H]1N(OCC1)C(=O)OC(C)(C)C